2-((2-(6-Fluoro-5-(4-fluoro-3-(1-(tetrahydro-2H-pyran-2-yl)-1H-pyrazol-3-yl)phenoxy)-1-tosyl-1H-indol-4-yl)ethyl)thio)ethan-1-ol FC1=C(C(=C2C=CN(C2=C1)S(=O)(=O)C1=CC=C(C)C=C1)CCSCCO)OC1=CC(=C(C=C1)F)C1=NN(C=C1)C1OCCCC1